BrC=1C=C(C=CC1)C=CC(=O)OC1=CC=CC=C1 phenyl 3-(3-bromophenyl)acrylate